nickel-copper-platinum [Pt].[Cu].[Ni]